2-amino-1-(3-(trifluoromethoxy)phenyl)ethan-1-one HCl salt Cl.NCC(=O)C1=CC(=CC=C1)OC(F)(F)F